3-(2-(2-(dimethylamino)ethyl)pyridin-4-yl)cyclobutane-1-carboxylic acid CN(CCC1=NC=CC(=C1)C1CC(C1)C(=O)O)C